CCCCCCCC/C=C\\CCCCCCCCCCCC(=O)CC(=O)SCCNC(=O)CCNC(=O)[C@@H](C(C)(C)COP(=O)([O-])OP(=O)([O-])OC[C@@H]1[C@H]([C@H]([C@@H](O1)N2C=NC3=C(N=CN=C32)N)O)OP(=O)([O-])[O-])O The molecule is an acyl-CoA(4-) arising from deprotonation of the phosphate and diphosphate functions of (15Z)-3-oxotetracosenoyl-CoA. It is a 3-oxo-fatty acyl-CoA(4-) and an 11,12-saturated fatty acyl-CoA(4-). It is a conjugate base of a (15Z)-3-oxotetracosenoyl-CoA.